(2S,4S)-4-fluoro-1-[2-[4-[(6-fluoro-2-methyl-4-quinolyl)oxy]-1-piperidyl]acetyl]pyrrolidine-2-carbonitrile F[C@H]1C[C@H](N(C1)C(CN1CCC(CC1)OC1=CC(=NC2=CC=C(C=C12)F)C)=O)C#N